1-hydroxybutane-1,2,4-tricarboxylic acid OC(C(CCC(=O)O)C(=O)O)C(=O)O